FC1=C(CSC2=NC(=CC(=N2)NS(=O)(=O)N2CCC2)O[C@H](C)[C@H](CO)O)C=CC=C1F N-(2-[(2,3-Difluorobenzyl)sulfanyl]-6-[[(2R,3S)-3,4-dihydroxybutan-2-yl]oxy]pyrimidin-4-yl)azetidine-1-sulfonamide